CN(\C=C\C1=C(C=CC(=C1)OC1=CC=CC=C1)[N+](=O)[O-])C dimethyl-[(E)-2-(2-nitro-5-phenoxyphenyl)ethenyl]amine